O[C@@H](C)[C@@H]1CN(CCN1)C(=O)OC(C)(C)C tert-Butyl (S)-3-((S)-1-hydroxyethyl)piperazine-1-carboxylate